FC=1C=C(C=CC1F)C1C(C1)NC(C1=CC=CC=C1)=O N-(2-(3,4-difluorophenyl)cyclopropyl)-benzamide